BrC=1C=C2CN(CC2=CC1)C(=O)C=1N=C2N(C(=NC=3C(=CC=CC23)F)NCC2=C(C=C(C=C2)OC)OC)C1 (5-bromoisoindolin-2-yl)(5-((2,4-dimethoxybenzyl)amino)-7-fluoroimidazo[1,2-c]quinazolin-2-yl)methanone